OC1CCC(CC1)N1C2=C(OCC1)C=C(N=N2)C2=C(C=C1C(CCO1)=C2O)C 5-[8-(4-hydroxycyclohexyl)-6,7-dihydropyridazino[4,3-b][1,4]oxazin-3-yl]-6-methyl-2,3-dihydrobenzofuran-4-ol